tert-Butyl 3-(5-(1-methoxyethyl)-7-(thiazol-2-yl)benzo[d]oxazol-2-yl)-3,6-diazabicyclo[3.1.1]heptane-6-carboxylate COC(C)C=1C=C(C2=C(N=C(O2)N2CC3N(C(C2)C3)C(=O)OC(C)(C)C)C1)C=1SC=CN1